2-[1-[4-[(2,6-dioxo-3-piperidyl)amino]-2-(trifluoromethyl)phenyl]-4-hydroxy-4-piperidyl]acetic acid tert-butyl ester C(C)(C)(C)OC(CC1(CCN(CC1)C1=C(C=C(C=C1)NC1C(NC(CC1)=O)=O)C(F)(F)F)O)=O